Sulfonylethyl methyl phosphate P(=O)(OCC=S(=O)=O)(OC)[O-]